ClC=1C(=CC=C2N=CC(=NC12)C=1C=NN(C1)CC(=O)N1CCC(CC1)OC)OC=1C=CC2=C(NC(=N2)C)C1 (4-{8-chloro-7-[(2-methyl-1H-1,3-benzodiazol-6-yl)oxy]quinoxalin-2-yl}-1H-pyrazol-1-yl)-1-(4-methoxypiperidin-1-yl)ethan-1-one